C(C)OC=1C(=C(C=C2C(=NC(=NC12)OC1CCN(CC1)CC)N1CCC2(CN(C2)C(C=C)=O)CC1)C=C)C1=C2C=NNC2=CC=C1C 1-(7-{8-ethoxy-2-[(1-ethylpiperidin-4-yl)oxy]-7-(5-methyl-1H-indazol-4-yl)-6-vinylquinazolin-4-yl}-2,7-diazaspiro[3.5]non-2-yl)prop-2-en-1-one